[Cu]=S.[Ni] Nickel copper sulphide